2-(4-(1-(2-azaspiro[3.5]non-7-yl)piperidin-4-yl)-1H-pyrazol-1-yl)-N-(4-cyano-3-(trifluoromethyl)phenyl)-2-methylpropanamide C1NCC12CCC(CC2)N2CCC(CC2)C=2C=NN(C2)C(C(=O)NC2=CC(=C(C=C2)C#N)C(F)(F)F)(C)C